ClC1=CC=C(C=C1)C(=O)N1C(=C(C2=CC(=CC=C12)OC)CC(=O)O)C 2-{1-[(4-chlorophenyl)carbonyl]-5-methoxy-2-methyl-1H-indol-3-yl}acetic acid